2-[5-(4-Chloro-2-hydroxy-6-methyl-phenyl)oxazolo[4,5-b]pyridin-2-yl]-3,5-dihydro-1H-pyrrolo[3,4-c]pyridin-6-one ClC1=CC(=C(C(=C1)C)C1=CC=C2C(=N1)N=C(O2)N2CC1=CNC(C=C1C2)=O)O